BrC=1C=C(C=CC1)C(C)N 1-(3-bromophenyl)ethan-1-amine